N-ethyl-4-fluoro-2-[(4-methoxyphenyl)methylsulfanyl]benzamide C(C)NC(C1=C(C=C(C=C1)F)SCC1=CC=C(C=C1)OC)=O